FC1=C(C=N[S@@](=O)C(C)(C)C)C=C(C=C1)OC=1C=NC(=CC1)C (S)-N-(2-fluoro-5-((6-methylpyridin-3-yl)oxy)benzylidene)-2-methylpropan-2-sulfinamide